C(C)(C)[C@H]1N2C(C=3C4=C(C(=CC3C1)OS(=O)(=O)C(F)(F)F)OCC4)=CC(C(=C2)C(=O)OCC)=O ethyl (S)-7-isopropyl-11-oxo-4-(((trifluoromethyl) sulfonyl) oxy)-2,6,7,11-tetrahydro-1H-furo[2,3-H]pyrido[2,1-a]isoquinoline-10-carboxylate